ClC1=NC=2C(CCCC2C=C1)=O 2-chloro-6,7-dihydroquinolin-8(5H)-one